(R)-N'-((8-fluoro-1,2,3,5,6,7-hexahydro-s-indacen-4-yl)carbamoyl)-3,3-dimethyl-2,3-dihydropyrazolo[5,1-b]oxazole-7-sulfonimidamide FC=1C=2CCCC2C(=C2CCCC12)NC(=O)N=[S@](=O)(N)C=1C=NN2C1OCC2(C)C